N-(3-(n-propoxy)propyl)-3-(pyrrolidinyl)propan-1-amine C(CC)OCCCNCCCN1CCCC1